C(C)(C)(C)OC(=O)N1CCC(=CC1)C=1C=NC(=CC1)C(=O)O 1'-(tert-butyloxycarbonyl)-1',2',3',6'-tetrahydro-[3,4'-bipyridine]-6-carboxylic acid